(bis(4-fluorophenyl)methyl)-1-(6-(2-methyl-[1,1'-biphenyl]-3-yl)pyridin-3-yl)-5,8,11-trioxa-2-azatetradecan-14-amide FC1=CC=C(C=C1)C(C1=CC=C(C=C1)F)C(NCCOCCOCCOCCC(=O)N)C=1C=NC(=CC1)C=1C(=C(C=CC1)C1=CC=CC=C1)C